FC1=CC=C(C=C1)C=1C(=NC=CC1)N 3-(4-fluorophenyl)pyridin-2-amine